ClC1=C(C=CC(=C1)Cl)[C@@H](CC)N(C(C1=CC(=CC=C1)F)=O)CC=1C=NC=CC1 (R)-N-(1-(2,4-dichlorophenyl)propyl)-3-fluoro-N-(pyridin-3-ylmethyl)benzamide